NC1=CC(=NC=N1)NC(=O)C1CC2(CN(C2)C)C1 N-(6-aminopyrimidin-4-yl)-2-methyl-2-azaspiro[3.3]heptane-6-carboxamide